Hexamethylene Oxide C1CCCCCO1